C(C=C)C(C(=O)[O-])(C)C1CCCCC1 Allylcyclohexyl-propionate